C(CCCCCCC\C=C/CCCCCCCC)[N+](C)(CCO)CCO oleyl-bis-(2-hydroxyethyl)methyl-ammonium